(8-isopentyl-2,8-diazaspiro[4.5]decan-2-yl)(3,3,5-trimethyl-2,3-dihydro-1H-pyrrolo[3,2-b]pyridin-1-yl)methanone C(CC(C)C)N1CCC2(CCN(C2)C(=O)N2CC(C3=NC(=CC=C32)C)(C)C)CC1